2-bromo-1-(3-hydroxyphenyl)ethanone BrCC(=O)C1=CC(=CC=C1)O